propyl-urea dihydrochloride Cl.Cl.C(CC)NC(=O)N